C(C1=CC=CC=C1)OC=1C=C(C=CC1)C1CCC(CC1)OCC1=NC=CC=C1NS(=O)(=O)C N-(2-((((1s,4s)-4-(3-(benzyloxy)phenyl)cyclohexyl)oxy)methyl)pyridin-3-yl)methanesulfonamide